OC1=CC=C(C=C1)C=1N=C(NC1)C1N(CCCC1)C(C(C)SC)=O 1-(2-(4-(4-hydroxyphenyl)-1H-imidazol-2-yl)piperidin-1-yl)-2-(methylsulfanyl)propan-1-one